(S)-1-(3-methyl-piperazin-1-yl)prop-2-en-1-one 2,2,2-trifluoroacetate FC(C(=O)O)(F)F.C[C@H]1CN(CCN1)C(C=C)=O